C1(CC1)N(C(=O)C=1C=CC2=C(OCC(N2)=O)C1)CC1=CC=C(C(=O)NN2CCN(CC2)C(=O)[O-])C=C1 4-(4-((N-cyclopropyl-3-oxo-3,4-dihydro-2H-benzo[b][1,4]oxazine-7-carboxamido)methyl)benzamido)piperazine-1-carboxylate